COC1=CC(=CC2=C1N=C(O2)C)NC(=O)N2CCC=1C2=NC=CC1N1CCN(CC1)C(=O)OC(C)(C)C tert-butyl 4-(1-((4-methoxy-2-methylbenzo[d]oxazol-6-yl)carbamoyl)-2,3-dihydro-1H-pyrrolo[2,3-b]pyridin-4-yl)piperazine-1-carboxylate